ClC1=CC=C(C=C1)NC(NCCC1=CC(=CC=C1)C)=O 3-(4-chlorophenyl)-1-[2-(3-methylphenyl)ethyl]urea